1-[[2-(difluoromethoxy)pyridin-4-yl]methyl]-3-(3-methoxy-phenyl)urea FC(OC1=NC=CC(=C1)CNC(=O)NC1=CC(=CC=C1)OC)F